7-cyclopentyl-2-[5-(4-isopropyl-piperazin-1-yl)-pyridin-2-ylamino]-7H-pyrrolo[2,3-d]pyrimidine-6-carboxylic acid dimethylamide CN(C(=O)C1=CC2=C(N=C(N=C2)NC2=NC=C(C=C2)N2CCN(CC2)C(C)C)N1C1CCCC1)C